C1(=CC=CC=C1)C1=N[Se]C(=C1)C1=CC=CC=C1 3,5-diphenyl-1,2-selenazole